9,9',9''-((4-(2-(4,6-diphenyl-1,3,5-triazin-2-yl)phenyl)-5-(o-tolyl)pyridine-2,3,6-triyl)tris(benzene-4,1-diyl))tris(3-methyl-9H-carbazole) C1(=CC=CC=C1)C1=NC(=NC(=N1)C1=CC=CC=C1)C1=C(C=CC=C1)C1=C(C(=NC(=C1C1=C(C=CC=C1)C)C1=CC=C(C=C1)N1C2=CC=CC=C2C=2C=C(C=CC12)C)C1=CC=C(C=C1)N1C2=CC=CC=C2C=2C=C(C=CC12)C)C1=CC=C(C=C1)N1C2=CC=CC=C2C=2C=C(C=CC12)C